2-((3,5-dimethylisoxazol-4-yl)methoxy)-N-phenethylbenzamide CC1=NOC(=C1COC1=C(C(=O)NCCC2=CC=CC=C2)C=CC=C1)C